3-Aminopropylmethyl-diethoxysilan NCCC[Si](OCC)(OCC)C